1-(3-cyclopropoxyphenyl)-6-((2,6-dimethylpyrimidin-4-yl)amino)-1,2-dihydro-3H-pyrazolo[4,3-c]pyridin-3-one C1(CC1)OC=1C=C(C=CC1)N1NC(C=2C=NC(=CC21)NC2=NC(=NC(=C2)C)C)=O